FC=1C(=NC=CC1)C1(CCC1)CNC1=NC=C(C=N1)C(=O)N(C=1SC=CN1)C [2-({[(3-fluoro(2-pyridyl))cyclobutyl]methyl}amino)pyrimidin-5-yl]-N-methyl-N-(1,3-thiazol-2-yl)carboxamide